CC1=CC=C(C(=O)OC2=CC(=CC(=C2)C=NC(C(=O)OC)CC2=CC=C(C=C2)O)Cl)C=C1 3-chloro-5-((3-(4-hydroxyphenyl)-1-methoxy-1-oxopropan-2-ylimino)methyl)phenyl 4-methylbenzoate